N1=CCCC(CCC1)C(=O)[O-] Azacyclooctene-5-carboxylate